(2R,3S)-3-((5-fluoro-2-(2-isopropoxy-7-methylquinoxalin-5-yl)benzo[d]thiazol-6-yl)oxy)butan-2-yl (2-methylpyrimidin-5-yl)carbamate CC1=NC=C(C=N1)NC(O[C@H](C)[C@H](C)OC1=CC2=C(N=C(S2)C2=C3N=CC(=NC3=CC(=C2)C)OC(C)C)C=C1F)=O